C1(CC1)N([C@@H]1CC[C@H](CC1)NC(OC(C)(C)C)=O)C1=C(C=CC=C1)OCOCC[Si](C)(C)C tert-Butyl (trans-4-(cyclopropyl(2-((2-(trimethylsilyl)ethoxy)methoxy)phenyl) amino)-cyclohexyl)carbamate